ClC1=CC=C(C=C1)C1=C(C=CC=C1)CN1CCN(CC1)C1=CC=C(C(=O)NS(=O)(=O)C2=CC(=C(N[C@H](CCN3CCN(CC3)C(=O)OC(C)(C)C)CSC3=CC=CC=C3)C=C2)[N+](=O)[O-])C=C1 tert-butyl 4-[(3R)-3-[4-[[4-[4-[[2-(4-chlorophenyl)phenyl]methyl]piperazin-1-yl]benzoyl]sulfamoyl]-2-nitro-anilino]-4-phenylsulfanyl-butyl]piperazine-1-carboxylate